N[C@@H](CO)C(=O)N[C@@H](CO)C(=O)O seryl-serine